C1(CCCCC1)C1=NC2=CC=CC(=C2C(N1)=O)F 2-cyclohexyl-5-fluoroquinazolin-4(3H)-one